(2R)-2-[(5-Isopropoxypyrimidin-2-yl)methylamino]-3-(1-methylcyclopropyl)propan-1-ol C(C)(C)OC=1C=NC(=NC1)CN[C@@H](CO)CC1(CC1)C